4-(4-((Tert-butyldimethylsilyl)oxy)-2-methylbutan-2-yl)-5-((diisopropoxyphosphoryl)oxy)isophthalic acid [Si](C)(C)(C(C)(C)C)OCCC(C)(C)C1=C(C=C(C(=O)O)C=C1OP(=O)(OC(C)C)OC(C)C)C(=O)O